N-(4-(4-(Pyridin-2-yl)piperazin-1-yl)phenyl)imidazo[1,2-a]pyridin-7-carboxamid N1=C(C=CC=C1)N1CCN(CC1)C1=CC=C(C=C1)NC(=O)C1=CC=2N(C=C1)C=CN2